ClC=1C=CC(=C(C1)N(S(=O)(=O)CC)C)[N+](=O)[O-] N-(5-Chloro-2-nitrophenyl)-N-methylethanesulfonamide